4,7,10,13,16,19,22,25,28,31,34,37,40,43,46,49,52,55,58,61,64,67,70,73,76-pentacosaoxanonaheptacontanoic acid C(CCOCCOCCOCCOCCOCCOCCOCCOCCOCCOCCOCCOCCOCCOCCOCCOCCOCCOCCOCCOCCOCCOCCOCCOCCOCCC)(=O)O